COC(=O)C1(C(C(CC1)=O)CCCCCC)C methyl-2-hexyl-3-oxocyclopentanecarboxylic acid methyl ester